(R)-N-(7-((4-((1-(3-Bromophenyl)ethyl)amino)-6-methoxy-2-methylquinazolin-7-yl)oxy)heptyl)-3,3-dicyclohexylpropanamide BrC=1C=C(C=CC1)[C@@H](C)NC1=NC(=NC2=CC(=C(C=C12)OC)OCCCCCCCNC(CC(C1CCCCC1)C1CCCCC1)=O)C